N-butyl-N-methyl-piperidinium C(CCC)[N+]1(CCCCC1)C